(R)-1-(1-(3'-(Azetidin-1-yl)-[1,1'-biphenyl]-4-yl)-2-hydroxyethyl)-3-(2-ethynyl-thiazol-4-yl)urea N1(CCC1)C=1C=C(C=CC1)C1=CC=C(C=C1)[C@H](CO)NC(=O)NC=1N=C(SC1)C#C